6-chloro-N-(6-methoxy-2-methyl-1,2,3,4-tetrahydroisoquinolin-7-yl)-7-(8-methyl-2,3-dihydro-1H-pyrido[2,3-b][1,4]oxazin-7-yl)quinazolin-2-amine ClC=1C=C2C=NC(=NC2=CC1C1=C(C2=C(OCCN2)N=C1)C)NC1=C(C=C2CCN(CC2=C1)C)OC